ClC1=CC(=NC=N1)NCC=1N=C2N(C=C(C=C2)C2CC2)C1 6-chloro-N-((6-cyclopropylimidazo[1,2-a]pyridin-2-yl)methyl)pyrimidin-4-amine